ClC1=C(C=CC=C1NC(=O)C1=NN2C(C(CCC2)O)=C1)C1=C(C(=CC=C1)NC(C1=NC=C(C=C1)CNCCO)=O)Cl N-(2,2'-dichloro-3'-(5-(((2-hydroxyethyl)amino)methyl)picolinamido)-[1,1'-biphenyl]-3-yl)-4-hydroxy-4,5,6,7-tetrahydropyrazolo[1,5-a]pyridine-2-carboxamide